BrCC(=O)C12COC(CC1)(C2)CF 2-bromo-1-[1-(fluoromethyl)-2-oxabicyclo[2.2.1]heptan-4-yl]ethanone